C(C)[NH2+]C.C(C)[NH2+]C.C(C)[NH2+]C.C(C)[NH2+]C.[Hf+4] hafnium tetra(ethylmethylammonium)